N1CC(C1)CN1C(=NC2=C1C(=CC(=C2)C(=O)N2[C@@H]1CC[C@H](C2)[C@H]1NC(OC(C)(C)C)=O)OC)C=1N(C2=CC=CC=C2C1)CC1CC1 Tert-butyl ((1R,4R,7R)-2-(1-(azetidin-3-ylmethyl)-2-(1-(cyclopropylmethyl)-1H-indol-2-yl)-7-methoxy-1H-benzo[d]imidazole-5-carbonyl)-2-azabicyclo[2.2.1]heptan-7-yl)carbamate